N-(cyclopropylmethyl)-8-methoxy-7-[3-(pyrrolidin-1-yl)propoxy]-1H,2H,3H-cyclopenta[c]quinolin-4-amine trifluoroacetate FC(C(=O)O)(F)F.C1(CC1)CNC1=NC=2C=C(C(=CC2C2=C1CCC2)OC)OCCCN2CCCC2